tert-Butyl ((R)-1-((S)-2-methylpyrrolidin-1-yl)-1-oxopropan-2-yl)carbamate C[C@@H]1N(CCC1)C([C@@H](C)NC(OC(C)(C)C)=O)=O